5-(1,3-benzodioxol-4-ylmethoxy)-2-fluoro-4-methoxyaniline O1COC2=C1C=CC=C2COC=2C(=CC(=C(N)C2)F)OC